FC1(OC(OC(C1(F)F)(F)F)(C(=O)F)C(F)(F)F)C(F)(F)F Perfluoro-2,4-dimethyl-2-fluoroformyl-1,3-dioxane